3,10a,11,13,14-pentaaza-6,9-methanonaphtho[1,8-ab]heptalene-14-carboxylate C1=C2N=CN=C3C2=C(C=CC2=C4C=CC(=CN32)N4C(=O)[O-])N=C1